2-thiophenecarbonyl chloride S1C(=CC=C1)C(=O)Cl